2-(4-(4-fluorophenyl)piperazin-1-yl)-N-(7-(hydroxyamino)-7-oxoheptyl)pyrimidine FC1=CC=C(C=C1)N1CCN(CC1)C1N(C=CC=N1)CCCCCCC(=O)NO